C(C)N1N=NC(=C1)CO[C@H](C(C(=O)OC)(C)C)C1=CC(=C(C=C1)C)CO Methyl (S)-3-((1-ethyl-1H-1,2,3-triazol-4-yl)methoxy)-3-(3-(hydroxymethyl)-4-methylphenyl)-2,2-dimethylpropanoate